2,4-HEXADIENYL ISOBUTYRATE C(C(C)C)(=O)OCC=CC=CC